BrCC(=O)C=1C=C(C#N)C=CC1 3-(2-bromoacetyl)benzonitrile